6-methoxy-9,9-dimethyl-2-((4-(oxetan-3-ylmethyl)piperazin-1-yl)methyl)-9,10-dihydroacridine COC=1C=C2NC=3C=CC(=CC3C(C2=CC1)(C)C)CN1CCN(CC1)CC1COC1